C1CCC12CN(CC2)CCN 2-(6-azaspiro[3.4]octan-6-yl)ethanamine